C(=O)(O)C=1C=[N+](C=CC1)CCCCCC 3-carboxy-1-pentylmethylpyridinium